ClC=1NC=2[C@H](C/C=C/COC(NC3=CC=CC=C3C1N2)=O)NC(\C=C\C2=C(C=CC(=C2)Cl)N2N=NN=C2)=O (E)-N-((E)-(S)-18-Chloro-9-oxo-10-oxa-8,17,19-triaza-tricyclo[14.2.1.02,7]nonadeca-1(18),2,4,6,12,16(19)-hexaen-15-yl)-3-(5-chloro-2-tetrazol-1-yl-phenyl)-acrylamide